4-((4-(2-(4-cyclohexylphenyl)thiazol-5-yl)phenyl)sulfonamido)-3-methoxybenzoic acid C1(CCCCC1)C1=CC=C(C=C1)C=1SC(=CN1)C1=CC=C(C=C1)S(=O)(=O)NC1=C(C=C(C(=O)O)C=C1)OC